1,5-dicyano-pentane C(#N)CCCCCC#N